2,6-di(benzhydryl)-3,4,5-trifluoroaniline C(C1=CC=CC=C1)(C1=CC=CC=C1)C1=C(N)C(=C(C(=C1F)F)F)C(C1=CC=CC=C1)C1=CC=CC=C1